COC(=O)C=1N=C(C=2CCCCC2C1C#N)C 4-cyano-1-methyl-5,6,7,8-tetrahydro-isoquinoline-3-carboxylic acid methyl ester